2-(3,5-dichloro-4-((6-oxo-5-(prop-1-en-2-yl)-1,6-dihydropyridazin-3-yl)oxy)phenyl)-6-(fluoromethyl)-1,2,4-triazine-3,5(2H,4H)-dione ClC=1C=C(C=C(C1OC1=NNC(C(=C1)C(=C)C)=O)Cl)N1N=C(C(NC1=O)=O)CF